phenylphosphate ammonium salt [NH4+].C1(=CC=CC=C1)OP(=O)([O-])[O-].[NH4+]